4-amino-2-methoxy-5-methyl-phenyldiazenyl-benzenesulfonic acid NC1=CC(=C(C=C1C)N=NC1=C(C=CC=C1)S(=O)(=O)O)OC